C(#C)C1=C(C=C(C(=O)O)C=C1F)F 4-ethynyl-3,5-difluorobenzoic Acid